C(#N)C1=CC=C(CNC(=O)C=2C(N(C3=C(N=CC=C3C2)OCC2(CC2)S(NCCC#N)(=O)=O)C)=O)C=C1 N-(4-cyanobenzyl)-8-((1-(N-(2-cyanoethyl)sulfamoyl)cyclopropyl)methoxy)-1-methyl-2-oxo-1,2-dihydro-1,7-naphthyridine-3-carboxamide